N-((S)-1-Cyclopropylethyl)-2-(3-(5-(((S)-1-Cyclopropylethyl)Carbamoyl)-1-(2-Hydroxy-2-Methylpropyl)-1H-Pyrazol-3-Yl)Phenyl)Oxazole-5-Carboxamide C1(CC1)[C@H](C)NC(=O)C1=CN=C(O1)C1=CC(=CC=C1)C1=NN(C(=C1)C(N[C@@H](C)C1CC1)=O)CC(C)(C)O